2-[2-chloro-4-(4-chlorophenoxy)phenyl]-4-methyl-1,3-dioxolan-2-yl-(methyl)-1H-1,2,4-triazole ClC1=C(C=CC(=C1)OC1=CC=C(C=C1)Cl)C1(OCC(O1)C)C1=NN(C=N1)C